[1,2-ethanediylbis(oxy)]-bis-methanol C(COCO)OCO